N'-acetyl-4-amino-N-(2-fluoro-4-(2-(trifluoromethyl)thiazol-4-yl)benzyl)-N',1-dimethyl-1H-pyrazolo[4,3-c]quinoline-8-carbohydrazide C(C)(=O)N(N(C(=O)C1=CC=2C3=C(C(=NC2C=C1)N)C=NN3C)CC3=C(C=C(C=C3)C=3N=C(SC3)C(F)(F)F)F)C